1-[(6-{6,6-Difluoro-3-azabicyclo[3.1.0]hex-3-yl}-2-methylpyridin-3-yl)methyl]-1H-pyrazole-4-carboxylic acid ethyl ester C(C)OC(=O)C=1C=NN(C1)CC=1C(=NC(=CC1)N1CC2C(C2C1)(F)F)C